3,4-dihydroxyphenethyl bromide OC=1C=C(CCBr)C=CC1O